7,8-dihydroflavanone O1C(CC(=O)C=2C=CCCC12)C1=CC=CC=C1